C(=O)O.CC1=NOC=C1 methylisoxazole formate